(1r,3r)-3-(4-cyclopropylpiperazin-1-yl)cyclobutan-1-amine tris(2,2,2-trifluoroacetate) FC(C(=O)O)(F)F.FC(C(=O)O)(F)F.FC(C(=O)O)(F)F.C1(CC1)N1CCN(CC1)C1CC(C1)N